2-bromo-6-(1-isopropyl-1H-tetrazol-5-yl)pyridine BrC1=NC(=CC=C1)C1=NN=NN1C(C)C